2-cyclohexyl-N-(3-(1-methyl-1H-pyrazol-4-yl)-5-sulfamoylphenyl)acetamide C1(CCCCC1)CC(=O)NC1=CC(=CC(=C1)S(N)(=O)=O)C=1C=NN(C1)C